C(C)(=O)N1CCC(CC1)OC1=CC2=C(N(C(=N2)NC(C2=CC(=NC=C2)C)=O)[C@H]2CN(CCCC2)C(C=C)=O)C(=C1)Cl (R)-N-(5-((1-acetylpiperidin-4-yl)oxy)-1-(1-acryloylazepan-3-yl)-7-chloro-1H-benzo[d]imidazol-2-yl)-2-methylisonicotinamide